6-chloro-N-(methyl-d3)-4-((6-methyl-3-(methylsulfanyl)pyridin-2-yl)amino)pyridazine-3-carboxamide ClC1=CC(=C(N=N1)C(=O)NC([2H])([2H])[2H])NC1=NC(=CC=C1SC)C